C(CCCCCCCCCCCC\C=C/C=C)=O (14Z)-14,16-heptadecadienal